ClC=1C(=C(OC=2C=NC=C(C2)B2OC(C(O2)(C)C)(C)C)C=CC1)F 3-(3-chloro-2-fluoro-phenoxy)-5-(4,4,5,5-tetramethyl-1,3,2-dioxaborolan-2-yl)pyridine